C1(C(=O)OOOO1)=O Peroxy Oxalate